(2,3-dihydro-1H-indol-4-yl)piperidine-1-carboxylic acid tert-butyl ester C(C)(C)(C)OC(=O)N1C(CCCC1)C1=C2CCNC2=CC=C1